C1(=CC=CC=C1)S(=O)(=O)C1=CC=C(CNC(=O)N2CCC=3C=CC=NC3C2)C=C1 5,8-Dihydro-6H-[1,7]naphthyridine-7-carboxylic acid 4-benzenesulfonyl-benzylamide